(R)-5-cyclopropyl-2-(4-((1-methylpiperidin-3-yl)amino)phthalazin-1-yl)phenol C1(CC1)C=1C=CC(=C(C1)O)C1=NN=C(C2=CC=CC=C12)N[C@H]1CN(CCC1)C